N-(5-oxo-6,7-dihydro-5H-pyrrolo[3,4-b]pyridin-3-yl)-2,3-dihydrobenzofuran-7-sulfonamide O=C1NCC2=NC=C(C=C21)NS(=O)(=O)C2=CC=CC=1CCOC12